C1(CC1)C1=C(C=CC=C1)C1N(CCC1)C1CC(C1)N1N=CC(=C1)B1OC(C(O1)(C)C)(C)C 1-(3-(2-(2-cyclopropylphenyl)pyrrolidin-1-yl)cyclobutyl)-4-(4,4,5,5-tetramethyl-1,3,2-dioxaborolan-2-yl)-1H-pyrazole